methyl 4-[[(7S)-1-[2-[[(1S)-1-(2,2-difluoro-1,3-benzodioxol-5-yl)ethyl] amino]-4-pyridyl]-3-(trifluoromethyl)-4,5,6,7-tetrahydroindazol-7-yl] oxy]benzoate FC1(OC2=C(O1)C=CC(=C2)[C@H](C)NC2=NC=CC(=C2)N2N=C(C=1CCC[C@@H](C21)OC2=CC=C(C(=O)OC)C=C2)C(F)(F)F)F